3-((1r,4r)-4-(2-fluoro-6-methylphenyl)cyclohexyl)-7-methyl-1-((3-methylpyrazin-2-yl)methyl)-1,8-naphthyridin-2(1H)-one FC1=C(C(=CC=C1)C)C1CCC(CC1)C=1C(N(C2=NC(=CC=C2C1)C)CC1=NC=CN=C1C)=O